C1=C(C=CC2=CC=CC=C12)C1=CC=C(C=C1)C1=NC(=NC(=N1)C1=CC=CC=C1)C1=CC=CC2=C1C1=CC=CC=C1C21C2=CC=CC=C2OC=2C=CC=CC12 2-[4-(2-naphthalenyl)phenyl]-4-phenyl-6-spiro[9H-fluoren-9,9'-[9H]xanthen]-4-yl-1,3,5-triazine